N-((7-(1-(4-Chlorobenzyl)piperidin-3-yl)-2-methylpyrazolo[1,5-a]pyrimidin-3-yl)methyl)-3-methylbutan-1-amine ClC1=CC=C(CN2CC(CCC2)C2=CC=NC=3N2N=C(C3CNCCC(C)C)C)C=C1